4-((2R,5S)-5-((4-(Methylsulfonyl)phenoxy)methyl)-2-(trifluoromethyl)oxazolidin-3-yl)-2-(trifluoromethyl)benzonitril CS(=O)(=O)C1=CC=C(OC[C@@H]2CN([C@H](O2)C(F)(F)F)C2=CC(=C(C#N)C=C2)C(F)(F)F)C=C1